2-[(2-hydroxy-4-methoxyphenyl)carbonyl]phenolate OC1=C(C=CC(=C1)OC)C(=O)C1=C(C=CC=C1)[O-]